C(CC=C)OC=1C=2N(C=C(N1)C1=CN=C(O1)CO)C=CN2 (5-(8-(but-3-en-1-yloxy)imidazo[1,2-a]pyrazin-6-yl)oxazol-2-yl)methanol